4-(6-Hydroxy-5-nitro-2H-indazol-2-yl)piperidine-1-carboxylic acid tert-butyl ester C(C)(C)(C)OC(=O)N1CCC(CC1)N1N=C2C=C(C(=CC2=C1)[N+](=O)[O-])O